N1CNNCCCCCCC1 1,3,4-triazacycloundecane